CC(CC(=O)N1CCCC2=CC(=CC=C12)CNC(C1=CC=C(C=C1)C(F)(F)F)=O)C N-{[1-(3-methylbutanoyl)-1,2,3,4-tetrahydroquinolin-6-yl]methyl}-4-(trifluoromethyl)benzamide